CC(C)C1=CC=C(C=C1)CCC=O 3-P-cumenyl-propionaldehyde